(S)-N-(1-((4-chloro-5-fluoropyridin-2-yl)oxy)-2-methylpropan-2-yl)-2-(1-methylpyrrolidin-2-yl)acetamide ClC1=CC(=NC=C1F)OCC(C)(C)NC(C[C@H]1N(CCC1)C)=O